4-[(E)-3-(2-Fluoro-6-hydroxyphenyl)-3-oxoprop-1-enyl]benzonitrile FC1=C(C(=CC=C1)O)C(/C=C/C1=CC=C(C#N)C=C1)=O